2-chloro-N-(3-{[(6-chloro-3-oxo-3,4-dihydro-2H-1,4-benzoxazin-7-yl)amino]Methyl}phenyl)benzamide ClC1=C(C(=O)NC2=CC(=CC=C2)CNC2=CC3=C(NC(CO3)=O)C=C2Cl)C=CC=C1